1-tert-butoxycarbonyl-4-(pyridin-2-ylmethyl)piperidine C(C)(C)(C)OC(=O)N1CCC(CC1)CC1=NC=CC=C1